ClC1=CC=C(C=C1)C1=CC=C(S1)CC1=C(OC=C1)C(=O)N ((5-(4-chlorophenyl)thiophen-2-yl)methyl)furan-2-carboxamide